1-(3-(6-bromo-1H-benzo[d]imidazol-1-yl)phenyl)ethan-1-one BrC=1C=CC2=C(N(C=N2)C=2C=C(C=CC2)C(C)=O)C1